dimethyl-bis-(p-triethylsilylphenyl)methylene(2,7-di-t-butylfluorenyl)(cyclopentadienyl)hafnium C[Hf](C1C=CC=C1)(C1=C(C=CC=2C3=CC=C(C=C3CC12)C(C)(C)C)C(C)(C)C)(=C(C1=CC=C(C=C1)[Si](CC)(CC)CC)C1=CC=C(C=C1)[Si](CC)(CC)CC)C